O=C1NC(CCC1N1C(C2=CC=C(C(=C2C1)F)N1CCC(CC1)OC1CCC(CC1)OC1CCN(CC1)C(=O)OC(C)(C)C)=O)=O tert-butyl 4-[4-[[1-[2-(2,6-dioxo-3-piperidyl)-4-fluoro-1-oxo-isoindolin-5-yl]-4-piperidyl]oxy]cyclohexoxy]piperidine-1-carboxylate